OC[C@H](C)N1C=NC2=C(C1=O)C=C(N=C2C=2C=NC=CC2)C2=NC=C(C=N2)C (S)-3-(1-hydroxy-propan-2-yl)-6-(5-methylpyrimidin-2-yl)-8-(pyridin-3-yl)pyrido[3,4-d]pyrimidin-4(3H)-one